Methyl-6-[[5-[2-[5-[(3aS,4S,6aR)-2-oxo-1,3,3a,4,6,6a-hexahydrothieno[3,4-d]imidazol-4-yl]pentanoylamino]ethylcarbamoyl]-1-naphthyl]oxy]pyridine-3-carboxylate COC(=O)C=1C=NC(=CC1)OC1=CC=CC2=C(C=CC=C12)C(NCCNC(CCCC[C@@H]1SC[C@@H]2NC(N[C@@H]21)=O)=O)=O